5-((1R,3r,5S)-3-((5-cyclopropyl-3-(2-(trifluoromethoxy)phenyl)isoxazol-4-yl)methoxy)-8-azabicyclo[3.2.1]octan-8-yl)-1,3,4-oxadiazol-2-yl-nicotinic acid C1(CC1)C1=C(C(=NO1)C1=C(C=CC=C1)OC(F)(F)F)COC1C[C@H]2CC[C@@H](C1)N2C2=NN=C(O2)C2=C(C(=O)O)C=CC=N2